C(C)(C)(C)OC(NC1=CC2=C(N(C(N2C)=O)C=2C(=NC(=CC2)OCC2=CC=CC=C2)OCC2=CC=CC=C2)C=C1)=O tert-Butyl(1-(2,6-bis(benzyloxy)pyridin-3-yl)-3-methyl-2-oxo-2,3-dihydro-1H-benzo[d]imidazol-5-yl)carbamate